C(CCCNC(OCN1C=CC2=C1N=CN=C2N(C)[C@H]2CN(CC[C@H]2C)C(CC#N)=O)=O)NC(OC(C)(C)C)=O tert-butyl ((4-(((3R,4R)-1-(2-cyanoacetyl)-4-methylpiperidin-3-yl) (methyl) amino)-7H-pyrrolo[2,3-d]pyrimidin-7-yl) methyl) butane-1,4-diyldicarbamate